C(#N)C1=C(OC=2C=C3C(N(C=NC3=CC2)C2CC3(C2)CCN(CC3)C3CCC(CC3)C3=C(C=C(C=C3)NC3C(NC(CC3)=O)=O)F)=O)C(=CC=C1NS(N(C)CC)(=O)=O)F 6-[2-cyano-3-[[ethyl(methyl)sulfamoyl]amino]-6-fluoro-phenoxy]-3-[7-[4-[4-[(2,6-dioxo-3-piperidyl)amino]-2-fluoro-phenyl]cyclohexyl]-7-azaspiro[3.5]nonan-2-yl]-4-oxo-quinazoline